3-(2,6-difluoro-3,5-dimethoxyphenyl)-8-{[4-(2-hydroxyethyl)piperazin-1-yl]methyl}-1-methyl-1,3,4,7-tetrahydro-2H-pyrrolo[3',2':5,6]pyrido[4,3-d]pyrimidin-2-one FC1=C(C(=C(C=C1OC)OC)F)N1C(N(C2=C(C1)C=NC1=C2C=C(N1)CN1CCN(CC1)CCO)C)=O